tert-butyl ((1S,3R)-3-(6-(2H-1,2,3-triazol-2-yl)-1H-imidazo[4,5-c]pyridin-1-yl)cyclohexyl)carbamate N=1N(N=CC1)C1=CC2=C(C=N1)N=CN2[C@H]2C[C@H](CCC2)NC(OC(C)(C)C)=O